(S)-1-(1-(2-(4-(2-(4-amino-1H-imidazo[4,5-c]quinolin-1-yl)-3-ethoxypropyl)phenoxy)ethyl)-1H-1,2,3-triazol-4-yl)-2,5,8,11-tetraoxatridecan-13-oic acid NC1=NC=2C=CC=CC2C2=C1N=CN2[C@@H](CC2=CC=C(OCCN1N=NC(=C1)COCCOCCOCCOCC(=O)O)C=C2)COCC